4-[8-amino-3-[(2S)-1-(4-piperidyl)pyrrolidin-2-yl]imidazo[1,5-a]pyrazin-1-yl]-N-(2-pyridyl)benzamide NC=1C=2N(C=CN1)C(=NC2C2=CC=C(C(=O)NC1=NC=CC=C1)C=C2)[C@H]2N(CCC2)C2CCNCC2